C1(CC1)OC1=NC=CC=C1C=1C=NN2C1N=C(C=C2)N2C[C@@H](CC2)N (3R)-1-[3-[2-(cyclopropoxy)-3-pyridyl]pyrazolo[1,5-a]pyrimidin-5-yl]pyrrolidin-3-amine